NC=1N=CN(C(C1C(=O)OC)=O)C1=C(C=C(C=C1C)CC)C methyl 4-amino-1-(4-ethyl-2,6-dimethylphenyl)-6-oxo-1,6-dihydropyrimidine-5-carboxylate